5-(2-thienoyl)amino-3-(1-isobutylpiperidin-4-yl)-1H-indole S1C(=CC=C1)C(=O)NC=1C=C2C(=CNC2=CC1)C1CCN(CC1)CC(C)C